NC1=CC=C(OCCCCNC(OC(C)(C)C)=O)C=C1 tert-butyl (4-(4-aminophenoxy)butyl)carbamate